NC=1SC=C(N1)CC(=O)N1CCC(CC1)N1CC(CCC1)(F)F 2-(2-amino-1,3-thiazol-4-yl)-1-(3,3-difluoro-1,4'-bipiperidin-1'-yl)ethanone